4-(2-propoxyphenyl)-2-butanone C(CC)OC1=C(C=CC=C1)CCC(C)=O